CNCCN1N=CC(=C1)C=1C=NC2=CC=C(C=C2C1)C1=C(NC2=NC=CC=C21)C2=NC(=CC=C2)C N-methyl-2-[4-[6-[2-(6-methyl-2-pyridyl)-1H-pyrrolo[2,3-b]pyridin-3-yl]-3-quinolyl]pyrazol-1-yl]ethanamine